C(C)S(=O)(=O)NC1=C(C=C(C=C1)C1=NNC(=C1C(=O)N)NC1=NC=CC=C1)OCC=1C=NC=CC1 3-(4-(ethylsulfonamido)-3-(pyridin-3-ylmethoxy)phenyl)-5-(pyridin-2-ylamino)-1H-pyrazole-4-carboxamide